3-bromo-2-chloro-6-methyl-quinoline BrC=1C(=NC2=CC=C(C=C2C1)C)Cl